C(#N)C1=C(C=C(C=C1)NC([C@@](CN1C=C(C2=CC(=CC=C12)F)C=NO)(C)O)=O)C(F)(F)F (S)-N-(4-Cyano-3-(trifluoromethyl)phenyl)-3-(5-fluoro-3-((hydroxyimino)methyl)-1H-indol-1-yl)-2-hydroxy-2-methylpropanamide